3-(cyclopentylsulfanyl)pyridine-2-carbonitrile C1(CCCC1)SC=1C(=NC=CC1)C#N